BrC1=C(C2=C(N(N=N2)C)C=C1)C 5-bromo-1,4-dimethyl-1,2,3-benzotriazol